6-[5-[1-[(8-bromo-6-chloro-quinazolin-4-yl)amino]ethyl]-1,2,4-triazol-1-yl]pyridine-3-carbonitrile BrC=1C=C(C=C2C(=NC=NC12)NC(C)C1=NC=NN1C1=CC=C(C=N1)C#N)Cl